(1r,4r)-4-((5-chloro-4-(9-fluoro-1-methyl-1,2,3,4-tetrahydrobenzo[4,5]imidazo[1,2-a]pyrimidin-7-yl)pyrimidin-2-yl)amino)cyclohexane-1-carbonitrile ClC=1C(=NC(=NC1)NC1CCC(CC1)C#N)C1=CC2=C(N=C3N2CCCN3C)C(=C1)F